C(#N)C=1C=C(C(=NC1)C)S(=O)(=O)Cl 5-cyano-2-methylpyridine-3-sulfonyl chloride